FC1=C(C=CC=C1C[C@@H]1N(CC2(CC2)[C@@H]1NS(=O)(=O)C)C(=O)NCC1(CC1)F)C1=CC=CC=C1 (6S,7S)-6-((2-fluoro-[1,1'-biphenyl]-3-yl)methyl)-N-((1-fluorocyclopropyl)methyl)-7-(methylsulfonamido)-5-azaspiro[2.4]heptane-5-carboxamide